4-(4-Benzyloxy-2-chloro-6-methyl-3-pyridinyl)morpholine C(C1=CC=CC=C1)OC1=C(C(=NC(=C1)C)Cl)N1CCOCC1